ClC1=CC=CC=2C(N=C3N(C12)C1=CC(=CC=C1C31CCCCC1)C1CCN(CC1)C(=O)N1CCC(CC1)C#C)=O chloro-10'-(1-(4-ethynylpiperidine-1-carbonyl)piperidin-4-yl)-5'H-spiro[cyclohexane-1,7'-indolo[1,2-a]quinazolin]-5'-one